1-(4-methoxy-2-nitrophenyl)piperazine COC1=CC(=C(C=C1)N1CCNCC1)[N+](=O)[O-]